(3aR,4R,7aS)-2-(4-bromophenyl)-6-(hydroxymethyl)cyclohexane-1-carboxylic acid BrC1=CC=C(C=C1)C1C(C(CCC1)CO)C(=O)O